OC1CCN(CC1)C1=NC=NO1 5-(4-hydroxypiperidin-1-yl)-1,2,4-oxadiazol